OC[C@H](C(C)(C)C)NC(=O)C1=NN(C=2C3(CCCC12)CC3)C=3C=[N+](C=CN3)[O-] (S)-3-(3'-((1-hydroxy-3,3-dimethylbut-2-yl)carbamoyl)-5',6'-dihydrospiro[cyclopropane-1,7'-indazole]-1'(4'H)-yl)pyrazine 1-oxide